(R)-5-chloro-4-(cyclopentylmethoxy)-2-fluoro-N-((1-methoxypropan-2-yl)sulfonyl)benzamide ClC=1C(=CC(=C(C(=O)NS(=O)(=O)[C@@H](COC)C)C1)F)OCC1CCCC1